L-1,1-dimethyl-guanidine sulfate S(=O)(=O)(O)O.CN(C(=N)N)C